methyl 7-fluoro-4-hydroxy-2-naphthoate FC1=CC=C2C(=CC(=CC2=C1)C(=O)OC)O